BrC=1C(=NC=C(C1)OC)C(C(=O)OCC)C ethyl 2-(3-bromo-5-methoxy-2-pyridyl)propanoate